4-{9-[(2R,3R,4S,55R)-3,4-Dihydroxy-5-(hydroxymethyl)tetrahydrofur-2-yl]-2-(methylthio)-N-adenineyl}-1,2,3-butanetriol O[C@H]1[C@@H](OC([C@H]1O)CO)N1C2=NC(=NC(=C2N=C1)NCC(C(CO)O)O)SC